FC(C=1C=C(OC2=C(C3=C(N=N2)OCCO3)C(=O)OC)C=CC1)(F)F methyl 3-[3-(trifluoromethyl)phenoxy]-6,7-dihydro-[1,4]dioxino[2,3-c]pyridazine-4-carboxylate